CC1(C(N(C(O1)=O)C=1C=CC(=C(C1)O)F)=O)C 5-(5,5-dimethyl-2,4-dioxooxazolidin-3-yl)-2-fluorophenol